ClC1=C(OCCCCCOCCCOCC(=O)OC(C)(C)C)C(=CC(=C1)C(C)(C)C1=CC=C(C=C1)O)C#N tert-Butyl 2-(3-((5-(2-chloro-6-cyano-4-(2-(4-hydroxyphenyl)propan-2-yl)phenoxy)pentyl) oxy)propoxy)acetate